C1(CC1)COC=1C=C2C(=NC=NC2=CC1)N 6-(cyclopropylmethoxy)quinazolin-4-amine